C(C(C)C)(=O)OC1=C2N(N=CC1=O)[C@H]([C@@H]1N(C2=O)CCC1)[C@H](C1=CC(=CC=C1)F)C1=C(C(=CC=C1)F)F (9aR,10S)-10-((R)-(2,3-difluorophenyl)(3-fluorophenyl)methyl)-3,5-dioxo-3,5,8,9,9a,10-hexahydro-7H-pyrrolo[1',2':4,5]pyrazino[1,2-b]pyridazin-4-yl isobutyrate